(R)-2-bromo-2-fluoroacetic acid benzyl ester C(C1=CC=CC=C1)OC([C@H](F)Br)=O